Cl.CN1N=C(C=C1)C1[C@H]2CNC[C@@H]12 (1r,5s,6r)-6-(1-methyl-1H-pyrazol-3-yl)-3-azabicyclo[3.1.0]hexane hydrochloride